(1-(3-(isonicotinamido)phenyl)-1H-1,2,3-triazol-4-yl)isonicotinic acid C(C1=CC=NC=C1)(=O)NC=1C=C(C=CC1)N1N=NC(=C1)C1=C(C(=O)O)C=CN=C1